ONC(=N)N1C[C@@H](OCC1)C |r| rac-(2S)-N-hydroxy-2-methyl-morpholine-4-carboxamidine